C(#N)C1=C(C(=O)OC)C=CC(=C1)N1C[C@@H](CC1)CO methyl 2-cyano-4-[(3R)-3-(hydroxymethyl)pyrrolidin-1-yl]benzoate